N-butyl-N-ethynyl-1,1,1-trifluoromethyl-sulfonamide C(CCC)N(S(=O)(=O)C(F)(F)F)C#C